C(C)(C)(C)OC(N[C@H](C)CC(C1=CC=CC=C1)(C1=CC=CC=C1)C#N)=O (R)-(4-cyano-4,4-diphenyl-butan-2-yl)carbamic acid tert-butyl ester